CC1=CC=CC(=C1)OCCC 2-methyl-4-propoxybenzene